((di(phenoxy)phosphoryl)methyl)glycine O(C1=CC=CC=C1)P(=O)(OC1=CC=CC=C1)CNCC(=O)O